C[C@H]1CN(CCC1)C1CCN(CC1)C=1SC(=CN1)C(=O)NCC1=CC(=CC=C1)C(F)(F)F 2-[(3R)-3-methyl-[1,4'-bipiperidin]-1'-yl]-N-[3-(trifluoromethyl)benzyl]-1,3-thiazole-5-carboxamide